(R or S)-5-(2-(3-(ethoxy-methyl)-1-(2-(6-methylpyridin-3-yl)propan-2-yl)pyrrolidin-3-yl)ethyl)thiophene-2-carbonitrile C(C)OC[C@]1(CN(CC1)C(C)(C)C=1C=NC(=CC1)C)CCC1=CC=C(S1)C#N |o1:4|